10-(4-((1R,4R)-2-oxa-5-azabicyclo[2.2.1]heptan-5-yl)butyl)-3,7-di(1H-indazol-5-yl)-10H-phenoxazine [C@H]12OC[C@H](N(C1)CCCCN1C3=CC=C(C=C3OC=3C=C(C=CC13)C=1C=C3C=NNC3=CC1)C=1C=C3C=NNC3=CC1)C2